4-(1-(2-Fluoro-4-(4-(methylamino)piperidin-1-yl)phenyl)-2-methyl-1H-imidazol-4-yl)-N-(1-(methylsulfonyl)piperidin-4-yl)-5-(trifluoromethyl)pyrimidin-2-amine FC1=C(C=CC(=C1)N1CCC(CC1)NC)N1C(=NC(=C1)C1=NC(=NC=C1C(F)(F)F)NC1CCN(CC1)S(=O)(=O)C)C